N-({3-nitro-4-[(1-tetrahydro-2H-pyran-4-ylazetidin-3-yl)amino]phenyl}sulfonyl)-2-(1H-pyrrolo[2,3-b]pyridin-5-yloxy)benzamide [N+](=O)([O-])C=1C=C(C=CC1NC1CN(C1)C1CCOCC1)S(=O)(=O)NC(C1=C(C=CC=C1)OC=1C=C2C(=NC1)NC=C2)=O